The molecule is an iron(III) hydroxamate in which desferrialbomycin delta2(3-) is complexed to iron(III). It has a role as an antibacterial agent, an antimicrobial agent and a bacterial metabolite. It contains a desferrialbomycin delta2(3-). CC(=O)N(CCC[C@@H](C(=O)N[C@@H](CCCN(C(=O)C)O)C(=O)N[C@@H](CCCN(C(=O)C)O)C(=O)N[C@@H](CO)C(=O)N[C@H]([C@@H]([C@@H]1[C@@H]([C@H]([C@@H](S1)N2C=C/C(=N\\C(=O)N)/N(C2=O)C)O)O)O)C(=O)O)N)O.[Fe]